tris(3-sulfonyl-phenyl)phosphorus trisodium salt hydrate O.[Na].[Na].[Na].S(=O)(=O)=C1CC(=CC=C1)P(C=1CC(C=CC1)=S(=O)=O)C=1CC(C=CC1)=S(=O)=O